CCCCC[C@H]1CCCCCCCCCC(=O)O[C@H]2[C@H]([C@@H](O[C@H]([C@@H]2O[C@H]3[C@@H]([C@@H]([C@H]([C@@H](O3)C)O[C@H]4[C@@H]([C@@H]([C@H]([C@@H](O4)C)OC(=O)[C@@H](C)CC)OC(=O)/C=C/C5=CC=CC=C5)O)O[C@H]6[C@@H]([C@@H]([C@H]([C@@H](O6)C)O)O)O)OC(=O)[C@@H](C)CC)C)O[C@@H]7[C@H]([C@H]([C@H](O[C@H]7O1)C)O)O)O The molecule is a resin glycoside that is the pentasaccharide derivative of jalapinolic acid. Isolated from the aerial parts of Ipomoea pes-caprae, it has been found to exhibit potential inhibitory effect against multidrug resistance in the human breast cancer cell line. It has a role as a metabolite. It is a cinnamate ester, a macrocyclic lactone, a pentasaccharide derivative and a resin glycoside. It derives from a trans-cinnamic acid, a (S)-2-methylbutyric acid and a jalapinolic acid.